ClS(=O)(=O)[C@@H]1CC[C@H](CC1)CC(=O)OCC (trans)-Ethyl 2-(4-(chlorosulfonyl)cyclohexyl)acetate